ClC=1C(=NC=CC1)N1N=CC=C1C(=O)[O-] 1-(3-chloropyridin-2-yl)-1H-pyrazole-5-carboxylate